3-(2,2,2-trifluoroethyl)-1H-pyrazole FC(CC1=NNC=C1)(F)F